2-((E)-1,2-dihydroxycyclooct-3-en-1-yl)ethyl 1H-imidazole-1-carboxylate N1(C=NC=C1)C(=O)OCCC1(C(\C=C\CCCC1)O)O